OCC(C(=O)O)CO 2,2-dihydroxymethyl-acetic acid